4-{6-amino-5-[1-(2,6-dichloro-3-fluoro-phenyl)-ethoxy]-pyridin-3-yl}-N-(3-pyrrolidin-1-yl-propyl)-benzamide NC1=C(C=C(C=N1)C1=CC=C(C(=O)NCCCN2CCCC2)C=C1)OC(C)C1=C(C(=CC=C1Cl)F)Cl